Decyl ((S)-(((2R,3S,5R)-5-(6-amino-2-fluoro-9H-purin-9-yl)-2-ethynyl-3-(((hexyloxy)carbonyl)oxy) tetrahydrofuran-2-yl)methoxy)(phenoxy)phosphoryl)-L-phenylalaninate NC1=C2N=CN(C2=NC(=N1)F)[C@H]1C[C@@H]([C@@](O1)(C#C)CO[P@](=O)(OC1=CC=CC=C1)N[C@@H](CC1=CC=CC=C1)C(=O)OCCCCCCCCCC)OC(=O)OCCCCCC